7-fluoro-2-[3-[2-[6-oxo-5-(trifluoromethyl)-1-(2-trimethylsilylethoxymethyl)pyridazin-4-yl]pyrazolidin-1-yl]propyl]-6-[5-(trifluoromethyl)pyrimidin-2-yl]isoquinolin-1-one FC1=C(C=C2C=CN(C(C2=C1)=O)CCCN1N(CCC1)C=1C=NN(C(C1C(F)(F)F)=O)COCC[Si](C)(C)C)C1=NC=C(C=N1)C(F)(F)F